1-(3,4-dichlorophenyl)-6-methoxy-3-(pyridin-3-yl)quinazolin ClC=1C=C(C=CC1Cl)N1CN(CC2=CC(=CC=C12)OC)C=1C=NC=CC1